(+/-)-2,5-Undecadien-1-Ol C(C=CCC=CCCCCC)O